C(#N)[C@H](C[C@H]1C(NCC1)=O)NC(=O)[C@@H]1[C@H]2C([C@H]2CN1C(CCOC(F)(F)F)=O)(C)C (1R,2S,5S)-N-((S)-1-cyano-2-((S)-2-oxopyrrolidin-3-yl)ethyl)-6,6-dimethyl-3-(3-(trifluoromethoxy)propanoyl)-3-azabicyclo[3.1.0]hexane-2-carboxamide